tert-Butyl ((1-((3-((2-(benzyloxy)-5-ethylphenyl)sulfonamido)-4-methoxybenzo[d]isoxazol-6-yl)methyl)-1H-pyrazol-4-yl)methyl)carbamate C(C1=CC=CC=C1)OC1=C(C=C(C=C1)CC)S(=O)(=O)NC1=NOC2=C1C(=CC(=C2)CN2N=CC(=C2)CNC(OC(C)(C)C)=O)OC